C(C)OP(=O)(OCC)CC[C@H]1O[C@@H]([C@H]([C@H]([C@H]1CC(=O)O)CC(=O)O)CC(=O)O)OC1=CC2=CC=C(C=C2C=C1)NC(CCCC#C)=O.NC1=C(C=CC=C1)C1=CC=C(C=C1)N 2,4'-diaminobiphenyl (2R,3R,4S,5S,6R)-2-(2-(diethoxyphosphoryl)ethyl)-6-((6-(hex-5-ynamido)naphthalen-2-yl)oxy)tetrahydro-2H-pyran-3,4,5-triyl-triacetate